1-(2-bromo-4-chlorophenyl)prop-2-en-1-ol BrC1=C(C=CC(=C1)Cl)C(C=C)O